FC(C(C(=O)OCC1=CC=CC=C1)(C)C)C benzyl 3-fluoro-2,2-dimethyl-butyrate